1-ethyl-2,4,6-trimethylpyridin C(C)N1C(C=C(C=C1C)C)C